CC1(OC2=C(OC1)C=CC(=C2)C(C)N2C[C@@H](N(C[C@H]2C)C=2C=1N(N(C(C2)=O)C)C=C(N1)CC#N)C)C 2-(8-((2S,5R)-4-(1-(3,3-dimethyl-2,3-dihydrobenzo[b][1,4]dioxin-6-yl)ethyl)-2,5-dimethylpiperazin-1-yl)-5-methyl-6-oxo-5,6-dihydroimidazo[1,2-b]pyridazin-2-yl)acetonitrile